NC=1C2=C(N=CN1)N(C(=C2C=2C=NC1=CC=CC=C1C2)C#C)C21CCC(CC2)(C1)NC(=O)C1(NC=CN=C1)CO N-(4-(4-amino-6-ethynyl-5-(quinolin-3-yl)-7H-pyrrolo[2,3-d]pyrimidin-7-yl)bicyclo[2.2.1]heptane-1-yl)-5-(hydroxymethyl)pyrazine-5-carboxamide